O=C(C(C=O)=O)CCCC Trioxoheptane